n-butylammonium acrylate C(C=C)(=O)[O-].C(CCC)[NH3+]